C(CCC)NCCS(=O)(=O)O 2-(butylamino)ethanesulfonic acid